2,5-dichloro-3-fluoro-4-methylpyridine ClC1=NC=C(C(=C1F)C)Cl